OC(C)(C)C1=NC=CC(=C1)NC=1N=CC2=C(N1)CN(CC2)C(=O)OC(C)(C)C tert-butyl 2-{[2-(2-hydroxypropan-2-yl)pyridin-4-yl]amino}-5H,6H,7H,8H-pyrido[3,4-d]pyrimidine-7-carboxylate